ClC=1C=C2C(=CNC2=CC1)CCNC(=O)C1=NN(C(=C1)C)C1=C(C=C(C=C1)Cl)Cl N-(2-(5-chloro-1H-indol-3-yl)ethyl)-1-(2,4-dichlorophenyl)-5-methyl-1H-pyrazole-3-carboxamide